C(C1=CC=CC=C1)OC1=C2C(=CN(C2=CC=C1)CC1=CC(=CC(=C1)C(F)(F)F)C(F)(F)F)/C=C(/C(=O)[O-])\C#N (E)-3-(4-(benzyloxy)-1-(3,5-bis(trifluoromethyl) benzyl)-1H-indol-3-yl)-2-cyanoacrylate